2-methylpropan-2-yl 4-[6-({[(1r,4r)-4-[(3-chloro-4-cyanophenyl) oxy] cyclohexyl] carbonyl} amino)-1,2-diazin-3-yl]-2-methylhexahydropyridine-1-carboxylate ClC=1C=C(C=CC1C#N)OC1CCC(CC1)C(=O)NC1=CC=C(N=N1)C1CC(N(CC1)C(=O)OC(C)(C)C)C